NC1CC2CCC(C1)N2C2=CN=C1C(=N2)NC=C1C1=C(C2=CN(N=C2C=C1)CC(C)(O)C)Cl 1-(5-{3-[endo-3-amino-8-azabicyclo[3.2.1]octan-8-yl]-5H-pyrrolo[2,3-b]pyrazin-7-yl}-4-chloro-2H-indazol-2-yl)-2-methylpropan-2-ol